C1(CC1)C(=O)NC1=NC=C(C(=O)NC([2H])([2H])[2H])C(=C1)NC1=CC=CC=2C=3N(CCN(C21)C)C=NN3 6-(cyclopropanecarboxamido)-N-(methyl-d3)-4-((7-methyl-6,7-dihydro-5H-benzo[f][1,2,4]triazolo[4,3-d][1,4]diazepin-8-yl)amino)nicotinamide